C(C(C=1C(=C(OC([2H])[2H])C(O)=CC1)[2H])([2H])[2H])(=O)O homovanillic acid-d5